(3aR,5S,6aR)-2,2-dimethyl-5-[(2S)-oxiran-2-yl]-3a,5,6,6a-tetrahydrofuro[2,3-d][1,3]dioxole CC1(O[C@H]2[C@@H](O1)O[C@@H](C2)[C@H]2OC2)C